The molecule is a chlorocatechol that is catechol which is substituted by a methyl group at position 3 and a chlorine at position 4. It is a methylcatechol, a chlorocatechol and a member of monochlorobenzenes. It derives from a 3-methylcatechol. CC1=C(C=CC(=C1O)O)Cl